7-cyclobutoxy-N-(1-(2-fluorocyclopropyl)-2-oxo-1,2-dihydropyridin-3-yl)-2-(1-methyl-2-oxabicyclo[2.1.1]hex-4-yl)imidazo[1,2-a]pyridine-6-carboxamide C1(CCC1)OC1=CC=2N(C=C1C(=O)NC=1C(N(C=CC1)C1C(C1)F)=O)C=C(N2)C21COC(C2)(C1)C